tert-Butyl (2R,4R)-2-(cyanomethyl)-4-({6-[(1S)-1-[(2S)-1-methylpyrrolidin-2-yl]ethoxy]-2-[5-(2-phenylpropan-2-yl)-1,3-oxazol-2-yl]pyrimidin-4-yl}oxy)pyrrolidine-1-carboxylate C(#N)C[C@H]1N(C[C@@H](C1)OC1=NC(=NC(=C1)O[C@@H](C)[C@H]1N(CCC1)C)C=1OC(=CN1)C(C)(C)C1=CC=CC=C1)C(=O)OC(C)(C)C